tri(4-chlorophenyl)methane ClC1=CC=C(C=C1)C(C1=CC=C(C=C1)Cl)C1=CC=C(C=C1)Cl